NC=1C=C(C=CC1)NC1=NC(=NC2=CC=CC=C12)NC1=CC=C(C=C1)CC#N 2-(4-((4-((3-aminophenyl)amino)quinazolin-2-yl)amino)phenyl)acetonitrile